1-(4-(6-chloro-8-fluoro-2-((1-(3-fluoropyridin-2-yl)azetidin-3-yl)methoxy)-7-(5-methyl-1H-indazol-4-yl)quinazolin-4-yl)piperazin-1-yl)prop-2-en-1-one ClC=1C=C2C(=NC(=NC2=C(C1C1=C2C=NNC2=CC=C1C)F)OCC1CN(C1)C1=NC=CC=C1F)N1CCN(CC1)C(C=C)=O